C(C)OC=1N(N=C2C=CC(=CC12)C(=O)NC=1N=NC(=CC1)C=1CCNC(C1)C)C ethoxy-2-methyl-N-(6-(6-methyl-1,2,3,6-tetrahydropyridin-4-yl)pyridazin-3-yl)-2H-indazole-5-carboxamide